N-(1-(2-(methyl-(2-(p-tolyloxy)ethyl)amino)-2-oxoethyl)-1H-pyrazol-3-yl)-3-(4-fluorophenoxy)-2-methylpropanamide CN(C(CN1N=C(C=C1)NC(C(COC1=CC=C(C=C1)F)C)=O)=O)CCOC1=CC=C(C=C1)C